C(#N)C1=C(C=C(C=C1)C(N(C)C)=O)[C@H]([C@@H](C)C=1N(C(C(=C(N1)C(=O)NC=1C=NOC1)O)=O)C)C=1C=NN(C1)C 2-((1S,2R)-1-(2-cyano-5-(dimethylcarbamoyl)phenyl)-1-(1-methyl-1H-pyrazol-4-yl)propan-2-yl)-5-hydroxy-N-(isoxazol-4-yl)-1-methyl-6-oxo-1,6-dihydropyrimidine-4-carboxamide